N-[2-(6-chloro-2-pyridyl)-2-(1,3,5-trimethylpyrazol-4-yl)propyl]-5-(3,5-difluoro-2-pyridyl)isoxazole-3-carboxamide ClC1=CC=CC(=N1)C(CNC(=O)C1=NOC(=C1)C1=NC=C(C=C1F)F)(C)C=1C(=NN(C1C)C)C